di-(aminopropyl)ether NCCCOCCCN